methyl 6-amino-5-bromonicotinate NC1=NC=C(C(=O)OC)C=C1Br